CC=1C=NOC1C(=O)N 4-methylisoxazole-5-carboxamide